C(C)N(S(=O)(=O)Cl)C ethyl-(methyl)sulfamoyl chloride